OC1C(OC2=CC(=CC=C2C1=O)O)C1=CC(=C(C=C1)OC)O 3,7-dihydroxy-2-(3-hydroxy-4-methoxyphenyl)-2,3-dihydrochromen-4-one